4-isopropyl-phenol C(C)(C)C1=CC=C(C=C1)O